C12CNCC(CC1)N2C(=O)C2CCN(CC2)C(=O)C2=C(C=C(C=C2)NC=2C=1N(C=CN2)C(=CN1)C1=CC=C(C=C1)OC(F)F)C [4-(3,8-diazabicyclo[3.2.1]octane-8-carbonyl)piperidin-1-yl]-[4-[[3-[4-(difluoromethoxy)phenyl]imidazo[1,2-a]pyrazin-8-yl]amino]-2-methylphenyl]methanone